ethyl-2,2,3,3-tetrafluoropropane C(C)CC(C(F)F)(F)F